ClC=1[C@@H](NCNC1)C (S)-5-chloro-4-methyl-1,4-dihydro-2H-pyrimidin